N-[4-(bromomethyl)-3-fluoropyridin-2-yl]-1,1-diphenylmethaneimine BrCC1=C(C(=NC=C1)N=C(C1=CC=CC=C1)C1=CC=CC=C1)F